C1(CCCC1)C(=O)N1CC2=C(C(CC1)(C)C)C=CC(=C2)N2CCC(CC2)N2CCOCC2 cyclopentyl(5,5-dimethyl-8-(4-morpholinopiperidin-1-yl)-1,3,4,5-tetrahydro-2H-benzo[c]azepin-2-yl)methanone